(2-((triisopropylsilyl)oxy)acetyl)picolinohydrazide C(C)(C)[Si](OCC(=O)C=1C(=NC=CC1)C(=O)NN)(C(C)C)C(C)C